C1(=CC=CC=C1)C(C=O)CCCCCC 2-Phenyl-Octanal